2,4,4-Trimethyl-1,6-hexanediamine CC(CN)CC(CCN)(C)C